(S)-tert-butyldimethyl(3-(octadecyloxy)-2-phenoxypropoxy)silane C(C)(C)(C)[Si](OC[C@H](COCCCCCCCCCCCCCCCCCC)OC1=CC=CC=C1)(C)C